S(=O)(=O)([O-])C1=CC=C(C)C=C1.C(CCCCCCCCCCC)N[C@@H](CC1=CC=CC=C1)C(=O)[O-].[NH4+].NCCNCCC[Si](OC)(OC)OC.[NH4+] N-(2-aminoethyl)-3-aminopropyltrimethoxysilane Ammonium dodecyl-L-phenylalaninate tosylate salt